OC(CNC(=O)C1=CC2=C(N(C(=N2)NC=2SC3=C(N2)C=CC(=C3)OC(F)(F)F)C)C=C1OC)C 6-Methoxy-1-methyl-2-(6-trifluoromethoxy-benzothiazol-2-ylamino)-1H-benzoimidazole-5-carboxylic acid (2-hydroxy-propyl)-amide